N-(4-((4-methylpiperazin-1-yl)methyl)-3-(trifluoromethyl)phenyl)benzamide CN1CCN(CC1)CC1=C(C=C(C=C1)NC(C1=CC=CC=C1)=O)C(F)(F)F